ClC1=C(C=CC=C1C1=C(C(=NC=C1)C1=CC(=C(C=C1)CNC[C@@H]1NC(CC1)=O)OC)Cl)NC(=O)C=1C(N(C(N(C1)C)=O)C)=O (R)-N-(2-chloro-3-(3-chloro-2-(3-methoxy-4-((((5-oxopyrrolidin-2-yl)methyl)amino)methyl)phenyl)pyridin-4-yl)phenyl)-1,3-dimethyl-2,4-dioxo-1,2,3,4-tetrahydropyrimidine-5-carboxamide